C(C)(C)(C)N(C(O)=O)[C@@H]1CN(CC1)C(=O)C=1SC(=CC1CC)C1=CC=C(C=C1)C1CCN(CC1)C(C)C.ClC=1C=C(C=CC1)CC(=O)NC=1C=C2C=CC=NC2=CC1 (3-chlorophenyl)-N-(quinolin-6-yl)acetamide tert-butyl-(S)-(1-(3-ethyl-5-(4-(1-isopropylpiperidin-4-yl)phenyl)thiophene-2-carbonyl)pyrrolidin-3-yl)carbamate